2,6-di-tert-butyl-4-methylphenoxide C(C)(C)(C)C1=C([O-])C(=CC(=C1)C)C(C)(C)C